FC(C=1C=C(C=CC1)S(=O)(=O)C=1OC2=C(C(C1)=O)C=CC=C2)(F)F ((3-(trifluoromethyl)phenyl)sulfonyl)-4H-benzopyran-4-one